ClC(=[N+](C)C)N(C)C N-(chloro(dimethylamino)methylene)-N-methylmethanaminium